C1(=CC=CC=C1)C(CCOC([C@@H]([C@H](C(=O)[O-])O)O)=O)C1=CC=CC=C1.[Na+] Sodium (2R,3R)-4-(3,3-diphenylpropoxy)-2,3-dihydroxy-4-oxobutanoate